magnesium dilactate C(C(O)C)(=O)[O-].C(C(O)C)(=O)[O-].[Mg+2]